triisopropylacetic acid chloride C(C)(C)C(C(=O)Cl)(C(C)C)C(C)C